1-cyclobutyl-4-((5-phenylisoxazol-3-yl)methyl)piperazine-2,3-dione C1(CCC1)N1C(C(N(CC1)CC1=NOC(=C1)C1=CC=CC=C1)=O)=O